(R,E)-1-((5-acetyl-2'-chloro-[1,1'-biphenyl]-2-yl)sulfonyl)-N-(5-(3,3-difluoroazetidin-1-yl)-5-oxopent-3-en-2-yl)-4-fluoropiperidine-4-carboxamide C(C)(=O)C=1C=CC(=C(C1)C1=C(C=CC=C1)Cl)S(=O)(=O)N1CCC(CC1)(C(=O)N[C@H](C)\C=C\C(=O)N1CC(C1)(F)F)F